5-(2-amino-[1,2,4]triazolo[1,5-a]pyridin-7-yl)-6-chloro-N-(2-fluoro-5-(trifluoromethoxy)benzyl)nicotinamide NC1=NN2C(C=C(C=C2)C=2C(=NC=C(C(=O)NCC3=C(C=CC(=C3)OC(F)(F)F)F)C2)Cl)=N1